ClC=1C=NC=2N(C1C)N=CC2OC2=CC=C(C=C2)CC(=O)NC2=NC(=CC=C2F)C2CCN(CC2)C 2-(4-(6-chloro-7-methylpyrazolo[1,5-a]pyrimidin-3-yloxy)phenyl)-N-(3-fluoro-6-(1-methylpiperidin-4-yl)pyridin-2-yl)acetamide